Cl.COCCN[C@H](C)C1=CNC(C2=CC=CC=C12)=O |r| racemic-4-(1-((2-methoxyethyl)amino)ethyl)isoquinolin-1(2H)-one hydrochloride